N-(2'-hydroxy-3'-(3-(piperazin-1-yl)isoxazol-5-yl)-[1,1'-biphenyl]-4-yl)acetamide OC1=C(C=CC=C1C1=CC(=NO1)N1CCNCC1)C1=CC=C(C=C1)NC(C)=O